N,N'-(2,2,4-trimethylhexamethylene)bis[2-(aminocarboxy)propane-1,3-diol] CC(CNOC(=O)C(CO)CO)(CC(CCNOC(=O)C(CO)CO)C)C